benzyl (2S,4S)-2-(4-bromo-2-(pent-4-en-1-yloxy)phenyl)-4-hydroxypiperidine-1-carboxylate BrC1=CC(=C(C=C1)[C@H]1N(CC[C@@H](C1)O)C(=O)OCC1=CC=CC=C1)OCCCC=C